BrCCC(CO)O 4-bromo-1,2-butanediol